4-(1-methyl-1,2,4-triazol-3-yl)-1,2,3,4-tetrahydroisoquinoline CN1N=C(N=C1)C1CNCC2=CC=CC=C12